(2,7-di-tert-butylfluorenyl)hafnium dichloride [Cl-].[Cl-].C(C)(C)(C)C1=C(C=2CC3=CC(=CC=C3C2C=C1)C(C)(C)C)[Hf+2]